2-(4-bromo-2-fluorophenyl)acetic acid methyl ester COC(CC1=C(C=C(C=C1)Br)F)=O